Cl.C(CC)N1CCC[C@@H]2CC3=C(C[C@@H]12)C=CC(=C3O)O (4aR,10aR)-1-propyl-1,2,3,4,4a,5,10,10a-octahydrobenzo[g]quinoline-6,7-diol, Hydrochloride